NC1=NC=2C=CC(=CC2C2=C1COC2)C(=O)N(CC2=NC=C(C=C2)C(F)(F)F)CC2CC2 4-amino-N-(cyclopropylmethyl)-N-[[5-(trifluoromethyl)-2-pyridinyl]methyl]-1,3-dihydrofuro[3,4-c]quinoline-8-carboxamide